(2-benzyloxyethyl)-2,2-dimethyl-4-(3-methyl-2-oxo-1,3-benzoxazol-6-yl)piperidine-1-carboxamide C(C1=CC=CC=C1)OCCC1C(N(CCC1C1=CC2=C(N(C(O2)=O)C)C=C1)C(=O)N)(C)C